C(C1=CC=CC=C1)OC(=O)N1S(OCC1)(=O)=O.BrC=1C=C(C=C(C1Cl)Cl)C(\C=C(/F)\C1=CC(=C(C(=O)NN(C2=NC=CC=N2)C)C=C1)C(F)(F)F)C(F)(F)F (Z)-4-(3-(3-bromo-4,5-dichlorophenyl)-1,4,4,4-tetrafluorobut-1-en-1-yl)-N'-methyl-N'-(pyrimidin-2-yl)-2-(trifluoromethyl)benzoyl-hydrazine benzyl-2,2-dioxooxathiazolidine-3-carboxylate